ClC1=CC2=C(C=C3N2C(=NN(C3=C=O)CC(=O)O)C(C)C)S1 2-(2-chloro-5-isopropyl-8-carbonyl-thieno[2',3':4,5]pyrrolo[1,2-d][1,2,4]triazin-7(8H)-yl)acetic acid